mono(pentafluorophenyl)boron fluoride FC1=C(C(=C(C(=C1B(F)F)F)F)F)F